3-FLUORO-2-METHOXYPYRIDINE-4-BORONIC ACID FC=1C(=NC=CC1B(O)O)OC